triethylamine trishydrofluoride F.F.F.C(C)N(CC)CC